(S)-2-(Methoxymethyl)oxirane (2,3,4,5,6-pentafluorophenyl)3-amino-2-chloro-4-(2,2,2-trifluoroethoxy)benzoate FC1=C(C(=C(C(=C1F)F)F)F)OC(C1=C(C(=C(C=C1)OCC(F)(F)F)N)Cl)=O.COC[C@H]1OC1